2,4-dichloro-3-fluorobenzyl chloride ClC1=C(CCl)C=CC(=C1F)Cl